OC1=CC=C(C=C1)C1=NN2C(=NC=C(C2=N1)C)Cl 2-(4-hydroxyphenyl)-5-chloro-8-methyl-[1,2,4]triazolo[1,5-c]pyrimidine